BrC=1C=NNC1C1=NC=CC=C1 2-(4-bromo-1H-pyrazol-5-yl)pyridine